(4aSR,8aSR)-5,5,8a-trimethyl-2-oxodecahydronaphthalene-1-carboxylic acid CC1([C@@H]2CCC(C([C@]2(CCC1)C)C(=O)O)=O)C |r|